C(C)(C)(C)OC(NC1=NC(=C(C(=N1)OC)CC#N)OC)=O.NC1=NC(=C(C(=N1)OC)CC#N)OC 2-(2-amino-4,6-dimethoxy-pyrimidin-5-yl)acetonitrile Tert-butyl-N-[5-(cyanomethyl)-4,6-dimethoxy-pyrimidin-2-yl]carbamate